C(CCCCCCCC(C(CCCC)[3H])[3H])(=O)O [9,10-3H]-myristic acid